NC=1C=CC2=C(N=C(O2)N2[C@H]3COC[C@@H]2CC=2N=C(SC23)NC(OC(C)(C)C)=O)C1 tert-butyl [(4S,8S)-10-(5-amino-1,3-benzoxazol-2-yl)-4,7,8,9-tetrahydro-5H-4,8-epiminooxocino[5,4-d][1,3]thiazol-2-yl]carbamate